ClC1=NC=NN2C1=CC=C2[C@H]2O[C@@H]([C@H]([C@@H]2OCC2=CC=CC=C2)OCC2=CC=CC=C2)COCC2=CC=CC=C2 (2R,3R,4R,5R)-2-(4-chloropyrrolo[2,1-f][1,2,4]triazin-7-yl)-3,4-dibenzyloxy-5-((benzyloxy)methyl)tetrahydrofuran